C(C([2H])([2H])[2H])(N1N=CC=C1C(=O)O)([2H])[2H] 2-(Ethyl-d5)pyrazole-3-carboxylic acid